BrC1=CC=C(C=C1)[C@@H]1[C@H]([C@@H](CCC1)C(NC1=C(C=C(C=C1)C(F)(F)F)F)=O)C(=O)O (1R,2S,6R)-2-(4-bromophenyl)-6-((2-fluoro-4-(trifluoromethyl)phenyl)carbamoyl)cyclohexane-1-carboxylic acid